methyl benzoate (diethyl phthalate) C(C)C=1C(=C(C(C(=O)O)=CC1)C(=O)O)CC.C(C1=CC=CC=C1)(=O)OC